O[C@H](COC=1C=C(C=CC1)S(=O)(=O)NC)CN[C@H]1COC2(C1)CCN(CC2)S(=O)(=O)C2=CC1=C(OCCN1CCC)N=C2 3-((S)-2-hydroxy-3-((R)-8-(1-propyl-2,3-dihydro-1H-pyrido[2,3-b][1,4]oxazin-7-ylsulfonyl)-1-oxa-8-azaspiro[4.5]decan-3-ylamino)propoxy)-N-methylbenzenesulfonamide